ClC1=CC=C(C=C1)C1(CC(C1)CF)C(=O)N1[C@@H](C2=CC=CC=C2C1)C(=O)N[C@H](C#C)CC(=O)N Z-(1S)-2-[1-(4-Chlorophenyl)-3-(fluoromethyl)cyclobutanecarbonyl]-N-[(1S)-1-(2-amino-2-oxo-ethyl)prop-2-ynyl]isoindoline-1-carboxamide